3-(5''-bromodispiro[cyclopropane-1,1'-cyclohexane-4',3''-indoline]-1''-carbonyl)-N-(3-methyloxetan-3-yl)benzenesulfonamide BrC=1C=C2C3(CN(C2=CC1)C(=O)C=1C=C(C=CC1)S(=O)(=O)NC1(COC1)C)CCC1(CC3)CC1